4-(bromomethyl)-N-methylpyridin-2-carboxamide BrCC1=CC(=NC=C1)C(=O)NC